tert-butyl 4-(4-chloro-1-(oxetan-3-yl)-1H-pyrazol-5-yl)piperazine-1-carboxylate ClC=1C=NN(C1N1CCN(CC1)C(=O)OC(C)(C)C)C1COC1